diphenyltriazinyl[phenyl(dimethylfluorenyl)benzselenophenyl]benzene C1(=CC=CC=C1)C1=C(C(=C(C=C1)C=1[Se]C2=C(C1C1=C(C(=CC=3C4=CC=CC=C4CC13)C)C)C(=CC=C2)C2=CC=CC=C2)C2=NN=NC=C2)C2=CC=CC=C2